CC1=C(C=CC(=C1)F)C=1CCCC2=C(C1B1OC(C(O1)(C)C)(C)C)C=CC(=C2)C(=O)OC Methyl 8-(2-methyl-4-fluorophenyl)-9-(4,4,5,5-tetramethyl-1,3,2-dioxaborolan-2-yl)-6,7-dihydro-5H-benzo[7]annulene-3-carboxylate